FC1=CC(=C(C=C1N1C=NC=C1)O)C1=CN=C(N=N1)OC1CCNCC1 4-fluoro-5-(1H-imidazol-1-yl)-2-(3-(piperidin-4-yloxy)-1,2,4-triazin-6-yl)phenol